4-chloro-7-fluoro-3-methylbenzo[b]thiophene-2-carboxylic acid ethyl ester C(C)OC(=O)C1=C(C2=C(S1)C(=CC=C2Cl)F)C